N-azidoacetyl-L-phenylalanine N(=[N+]=[N-])CC(=O)N[C@@H](CC1=CC=CC=C1)C(=O)O